Methyl 2-(chlorocarbonyl)benzoate ClC(=O)C1=C(C(=O)OC)C=CC=C1